O=C1CN(C1)C=1C=C(C(=O)O)C=CN1 2-(3-oxo-azetidin-1-yl)isonicotinic acid